BrC1=CC=C(C=C1)CCCCOC1=CC=C(C=O)C=C1 4-(4-(4-bromophenyl)butoxy)benzaldehyde